ClC1=C(C=CC=C1)N1N=C(C=C1C1=CC=C2C=NN(C2=C1)C)C(=O)OCC Ethyl 1-(2-chlorophenyl)-5-(1-methyl-1H-indazol-6-yl)-1H-pyrazole-3-carboxylate